2,7,7-trimethyl-3,6,7,8-tetrahydro-as-indacen CC1=CC2=C3CC(CC3=CC=C2C1)(C)C